I(=O)(=O)[O-].[Ca+2].I(=O)(=O)[O-] Calcium iodat